3-(5-bromo-2-oxo-pyrrolo[2,3,4-de]isoquinolin-1(2H)-yl)piperidine-2,6-dione BrC1=CC=C2C=3C(=CN=CC13)N(C2=O)C2C(NC(CC2)=O)=O